FC=1C=C(C=CC1F)NS(=O)(=O)C1=CC(=C(C(=C1)C)Br)C N-(3,4-difluorophenyl)-4-bromo-3,5-dimethylbenzenesulfonamide